ClC=1C=C2C(=NC1OC)C(=C(N2C)C2=NC(=NN2)[C@H](C(F)(F)F)O)N2C=NC=C2 (R)-1-(5-(6-chloro-3-(1H-imidazol-1-yl)-5-methoxy-1-methyl-1H-pyrrolo[3,2-b]-pyridin-2-yl)-1H-1,2,4-triazol-3-yl)-2,2,2-trifluoroethan-1-ol